CC1(O[C@H]2[C@@H](O1)C(C[C@@H]2C=2CCN(CC2)C(=O)OC(C)(C)C)=O)C tert-butyl 4-((3aR,4R,6aR)-2,2-dimethyl-6-oxotetrahydro-4H-cyclopenta[d][1,3]dioxol-4-yl)-3,6-dihydropyridine-1(2H)-carboxylate